N1=C(C=CC=C1)CN1CC(CC1)C(=O)NN pyridin-2-ylmethylpyrrolidine-3-carbohydrazide